C1(=CC=CC=C1)[C@@]1(CNCC1)NS(=O)(=O)C1=CC=C(C=C1)OC(F)(F)F (S)-N-(3-phenylpyrrolidin-3-yl)-4-(trifluoromethoxy)benzenesulfonamide